C1(CCCC1)N1CCN(CC1)C(=O)C=1C=C(CN2C(NC(C3=CC=CC=C23)=O)=O)C=CC1 1-(3-(4-Cyclopentylpiperazine-1-carbonyl)benzyl)quinazoline-2,4(1H,3H)-dione